(R)-1-(3-(3-methyl-1H-pyrazol-5-yl)-5-(3-methylmorpholino)isothiazolo[4,5-b]pyridin-7-yl)cyclopentan-1-ol CC1=NNC(=C1)C1=NSC=2C1=NC(=CC2C2(CCCC2)O)N2[C@@H](COCC2)C